(R)-2-amino-2-(4-(carboxymethoxy)phenyl)acetic acid N[C@@H](C(=O)O)C1=CC=C(C=C1)OCC(=O)O